(1R,3R)-3-acetamido-N-((S)-(1-(2-(benzyloxy)ethyl)cyclopentyl)(2,3-dichloro-6-fluorophenyl)methyl)cyclopentane-1-carboxamide C(C)(=O)N[C@H]1C[C@@H](CC1)C(=O)N[C@H](C1=C(C(=CC=C1F)Cl)Cl)C1(CCCC1)CCOCC1=CC=CC=C1